P(=O)(O)(O)[O-].OCC[NH3+] hydroxyethyl-ammonium dihydrogen phosphate